BrC=1C=NN(C1)C1CC(C1)(F)CN1CCN(CC1)C1=C(C=C(C=C1)[N+](=O)[O-])F 1-[[3-(4-bromopyrazol-1-yl)-1-fluoro-cyclobutyl]methyl]-4-(2-fluoro-4-nitro-phenyl)piperazine